tert-butyl 3-(6-amino-3-cyano-5,6,7,8-tetrahydronaphthalen-2-yl)-3,8-diazabicyclo[3.2.1]octane-8-carboxylate NC1CC=2C=C(C(=CC2CC1)N1CC2CCC(C1)N2C(=O)OC(C)(C)C)C#N